C1=NC=CC2=CC(=CC=C12)C1=CC=C(C=C1)N(C(=O)C1CCN(CC1)C(CC)=O)C 1-Propionyl-piperidine-4-carboxylic acid (4-isoquinolin-6-yl-phenyl)-methylamide